FC1(C(C=2C=3C1(CC(C3C(=CC2)OC=2C=NC=C(C2)F)O)O)(F)F)F 3,3,4,4-tetrafluoro-7-((5-fluoropyridin-3-yl)oxy)-1,2,3,4-tetrahydro-2aH-cyclopenta-[cd]indene-1,2a-diol